ClC=1C(=NC(=NC1)NC=1C(=NN(C1)C1CN(CC1)C)C)NCCCN1CCN(CCC1=O)C 4-(3-((5-chloro-2-((3-methyl-1-(1-methylpyrrolidin-3-yl)-1H-pyrazol-4-yl)amino)pyrimidin-4-yl)amino)propyl)-1-methyl-1,4-diazepan-5-one